6-(3,5-difluoro-4-methoxy-phenyl)-5-[4-[(3S)-1-(3-fluoropropyl)pyrrolidin-3-yl]oxyphenyl]-8,9-dihydro-7H-benzo[7]annulen-2-ol FC=1C=C(C=C(C1OC)F)C1=C(C2=C(CCC1)C=C(C=C2)O)C2=CC=C(C=C2)O[C@@H]2CN(CC2)CCCF